NC1=NC=2C=CC(=CC2C2=C1SC=C2)C(=O)N2[C@@H](CCCC2)C2=CC=C(C=C2)C(F)(F)F (4-aminothieno[2,3-c]quinolin-8-yl)-[(2S)-2-[4-(trifluoromethyl)phenyl]-1-piperidyl]methanone